C(CCC)N(CCO)CC=1C=C(C(=O)NCC(=O)C2=CC(=CC=C2)OC)C=CC1 3-((butyl-(2-hydroxyethyl)amino)methyl)-N-(2-(3-methoxyphenyl)-2-oxoethyl)benzamide